C(#N)C=1C=CC(=NC1)N1CCN(CC1)C(=O)C1CN(CCC1(F)F)C(=O)OC(C)(C)C tert-Butyl 3-(4-(5-cyanopyridin-2-yl)piperazine-1-carbonyl)-4,4-difluoropiperidine-1-carboxylate